[Cl-].C1(=C(C=CC(=C1)C)C)PC1=CC=CC=C1 (2,5-xylyl)phenylphosphine chloride